BrC=1C2=C(C=3CN(C(C3C1)=O)C1C(NC(CC1)=O)=O)CCC2 3-(5-bromo-3-oxo-3,6,7,8-tetrahydrocyclopenta[e]isoindol-2(1H)-yl)piperidine-2,6-dione